5-methyl-1-(1-phenylethyl)-N-(quinolin-2-yl)-1H-pyrazole-4-carboxamide CC1=C(C=NN1C(C)C1=CC=CC=C1)C(=O)NC1=NC2=CC=CC=C2C=C1